FC(OC1=C(C=CC=C1)C1=NC=CC2=C1CN(C2=O)C2=CC=C(C=N2)C#N)F 6-{4-[2-(difluoromethoxy)phenyl]-1-oxo-1,3-dihydro-2H-pyrrolo[3,4-c]pyridin-2-yl}pyridine-3-carbonitrile